FC(C1=NN=C(O1)C=1C=CC(=NC1)CN1C(N(C2=C1C=C(C(=C2)C2=C1C=CNC1=CC=C2)F)[C@H]2CN(CCC2)C2COC2)=O)F (R)-1-((5-(5-(difluoromethyl)-1,3,4-oxadiazole-2-yl)pyridine-2-yl)methyl)-6-fluoro-5-(1H-indole-4-yl)-3-(1-(oxetan-3-yl)piperidine-3-yl)-1,3-dihydro-2H-benzo[d]imidazole-2-one